O=C1N(C(CC1)=O)C(C(C(=O)[O-])(Br)N1C(CCC1=O)=O)(C(=O)[O-])Br Di(2,5-dioxopyrrolidin-1-yl)-2,3-dibromosuccinate